4,5,6,7-tetrahydro-3H-imidazo[4,5-C]pyridine N1=CNC=2CNCCC21